C(C1=CC=CC=C1)OC(=O)N1CCC(CC1)OC[C@@H]1N(CCC[C@@]1([N+](=O)[O-])CO)C(=O)OCCCC |o1:18,23| butyl rel-(2R,3S)-2-[({1-[(benzyloxy)carbonyl]piperidin-4-yl}oxy)methyl]-3-(hydroxymethyl)-3-nitropiperidine-1-carboxylate